BrC1=CC=C2C=3C(C4=C(C(C3NC2=C1)(C)C)C=C(C(=C4)CC)O)=O 3-Bromo-9-ethyl-8-hydroxyl-6,6-dimethyl-5,6-dihydro-11H-benzo[b]carbazol-11-one